C(C)(=O)NCC1CCN(CC1)CC1=CC(=NC(=C1)C1=CC(=CC(=C1)Cl)Cl)OC=1C=NC(=NC1)N1CCN(CC1)CCC(C(=O)O)C 4-(4-(5-((4-((4-(acetamidomethyl)piperidin-1-yl)methyl)-6-(3,5-dichlorophenyl)pyridin-2-yl)oxy)pyrimidin-2-yl)piperazin-1-yl)-2-methylbutanoic acid